N=C(CCNC(=O)C=1N(C=C(C1)NC(=O)C=1N(C=C(C1)NC(C1=CC=C(C=C1)\C=C\C1=CC=C(C=C1)OC)=O)C)C)NC(C)C (E)-N-(3-imino-3-(isopropylamino)propyl)-4-(4-(4-(4-methoxystyryl)benzamido)-1-methyl-1H-pyrrole-2-carboxamido)-1-methyl-1H-pyrrole-2-carboxamide